2-[4-[(E)-3-(2,4-Dichlorophenyl)-3-oxoprop-1-enyl]phenoxy]acetic acid ClC1=C(C=CC(=C1)Cl)C(/C=C/C1=CC=C(OCC(=O)O)C=C1)=O